N-(2-(3,3-difluoro-1-hydroxycyclobutyl)ethyl)-4-(isopropylamino)-5H-pyrido[3,2-b]indole-3-carboxamide FC1(CC(C1)(O)CCNC(=O)C1=C(C=2NC=3C=CC=CC3C2N=C1)NC(C)C)F